(R)-2-amino-4,4-dimethylpentanoate hydrochloride Cl.N[C@@H](C(=O)O)CC(C)(C)C